ClCC1=NN(C=C1)C1=C(C=CC=C1F)F 3-(chloromethyl)-1-(2,6-difluorophenyl)pyrazole